C1(=CC=CC=C1)C1=C([O-])C=CC=C1 o-phenylphenoxid